N-[7-Methoxy-4-(tetrahydro-pyran-4-yl)-1H-benzoimidazol-2-yl]-4-morpholin-4-ylmethyl-benzamide COC1=CC=C(C2=C1NC(=N2)NC(C2=CC=C(C=C2)CN2CCOCC2)=O)C2CCOCC2